S1CCNNCC1 1,4,5-thiadiazepane